Methyl [6-acetyl-5-(1H-pyrazol-1-yl)-1H-indazol-1-yl]acetate C(C)(=O)C1=C(C=C2C=NN(C2=C1)CC(=O)OC)N1N=CC=C1